ClC=1C2=C(C(=NC1)C1=CC=C(C(=O)NC3CCOCC3)C=C1)C=CN2 4-(7-Chloro-1H-pyrrolo[3,2-c]pyridin-4-yl)-N-(tetrahydropyran-4-yl)benzamide